ClC1=C(C=CC=C1)S(=O)(=O)N1CCC(CC1)C(=O)NC=1C=CC2=C(N=CS2)C1 1-((2-chloro-phenyl)sulfonyl)-N-(benzo[d]thiazol-5-yl)-piperidine-4-carboxamide